C(C)(C)(C)OC(NC1=NN(C(=N1)C(C)N)C1=NC=C(C=C1)C(=O)N1CCOCC1)=O N-[5-(1-aminoethyl)-1-[5-(morpholine-4-carbonyl)-2-pyridinyl]-1,2,4-triazol-3-yl]carbamic acid tert-butyl ester